N[C@H](C=1OC2=C(N1)C=C(C=C2F)[C@@H](COC)N2C(N[C@@H](C2)C(F)(F)F)=O)C2CCC(CC2)(F)F (S)-1-((S)-1-(2-((S)-amino(4,4-difluorocyclohexyl)methyl)-7-fluorobenzo[d]-oxazol-5-yl)-2-methoxyethyl)-4-(trifluoro-methyl)imidazolidin-2-one